O[C@@H]1[C@H](O)[C@@H](O)[C@@H](O)[C@H](O1)C(=O)O α-D-galacturonic acid